FC1(CC(C1)N1C(=NC2=NC=C(C=C21)C=2C=CN1N=C(N=CC12)N[C@@H]1CC[C@@H](CC1)OCCOC)C)F 5-(1-(3,3-difluorocyclobutyl)-2-methyl-1H-imidazo[4,5-b]pyridin-6-yl)-N-(cis-4-(2-methoxyethoxy)cyclohexyl)pyrrolo[2,1-f][1,2,4]triazin-2-amine